N-(5-chloro-6-(2H-1,2,3-triazol-2-yl)-4,5-dihydropyridin-3-yl)-6-(2,8-dihydroquinolin-5-yl)-5-methyl-5,6-dihydropyrimidine-4-carboxamide ClC1CC(=CN=C1N1N=CC=N1)NC(=O)C1=NC=NC(C1C)C1=C2C=CCN=C2CC=C1